BrC1=C(C=NN1C)C 5-bromo-1,4-dimethyl-pyrazole